[W].[Cu].[Sr] strontium copper tungsten